tert-butyl 5-(3-chloro-4-(2-chloro-3-(6-methoxy-5-((7-oxo-2,6-diazaspiro[3.4]octan-2-yl)methyl)pyridin-2-yl)phenyl)pyridin-2-yl)isoindoline-2-carboxylate ClC=1C(=NC=CC1C1=C(C(=CC=C1)C1=NC(=C(C=C1)CN1CC2(C1)CNC(C2)=O)OC)Cl)C=2C=C1CN(CC1=CC2)C(=O)OC(C)(C)C